BrC1=C2N(N=C(C1=O)C1=CC3=CN(N=C3C=C1)C)C=CC(=N2)C2CC2 9-bromo-2-cyclopropyl-7-(2-methyl-2H-indazol-5-yl)-8H-pyrimido[1,2-b]pyridazin-8-one